(M)-6-(4-(4-(aminomethyl)-1-oxo-1,2-dihydrophthalazin-6-yl)-1-methyl-1H-pyrazol-5-yl)-5-chloroquinoline-7-carbonitrile NCC1=NNC(C2=CC=C(C=C12)C=1C=NN(C1C=1C(=C2C=CC=NC2=CC1C#N)Cl)C)=O